tert-butyl [4-(2-cyanopropanoyl)phenyl]methylcarbamate C(#N)C(C(=O)C1=CC=C(C=C1)CNC(OC(C)(C)C)=O)C